ClC1=C(C=CC=C1Cl)C(C(=O)OC)O methyl 2-(2,3-dichlorophenyl)-2-hydroxy-acetate